2-(((3S,4S)-4-(4-chlorophenoxy)-3-hydroxy-3-(hydroxymethyl)pyrrolidin-1-yl)sulfonyl)-5-(trifluoromethyl)benzonitrile ClC1=CC=C(O[C@@H]2[C@](CN(C2)S(=O)(=O)C2=C(C#N)C=C(C=C2)C(F)(F)F)(CO)O)C=C1